8-chloro-5-methoxy-3,4-dihydro-1H-quinoline-2-thione ClC=1C=CC(=C2CCC(NC12)=S)OC